C(C)(C)(C)OC(=O)N1C(CC(C1)C(C)C)(C)C 4-isopropyl-2,2-dimethyl-pyrrolidine-1-carboxylic acid tert-butyl ester